1-(4-hydroxyphenyl)-2-(4-(4-methoxyphenyl)-6-(3-nitrophenyl)pyrimidin-2-yl)guanidine hydrochloride Cl.OC1=CC=C(C=C1)NC(=NC1=NC(=CC(=N1)C1=CC=C(C=C1)OC)C1=CC(=CC=C1)[N+](=O)[O-])N